5-(4-((2-Oxaspiro[3.3]hept-6-yl)oxy)phenyl)-2-oxo-6-(trifluoromethyl)-1,2-dihydropyridin-3-carboxamide C1OCC12CC(C2)OC2=CC=C(C=C2)C=2C=C(C(NC2C(F)(F)F)=O)C(=O)N